CC(C=O)CCCCCCCCCCCCCCCC 2-methyl-1-octadecanal